FC1=C(C=C2NC=C(CCN)C2=C1)F 5,6-difluorotryptamine